1-(4-(2-(2-aminopyridin-3-yl)-5-phenyl-3H-imidazo[4,5-b]pyridin-3-yl)phenyl)ethan-1-ol NC1=NC=CC=C1C1=NC=2C(=NC(=CC2)C2=CC=CC=C2)N1C1=CC=C(C=C1)C(C)O